2,4-Dihydroxycinnamic Acid OC1=C(C=CC(=O)O)C=CC(=C1)O